C(C)OC(C(CC#N)(C=1OC(=NN1)C=1C(=NC=CC1)NC1=CC=C(C=C1)C(F)(F)F)C)=O 3-cyano-2-methyl-2-[5-[2-[4-(trifluoromethyl)anilino]-3-pyridinyl]-1,3,4-oxadiazol-2-yl]propanoic acid ethyl ester